bis(triethoxysilyloxy)tin C(C)O[Si](O[Sn]O[Si](OCC)(OCC)OCC)(OCC)OCC